FC12C3(C4(C1(C1(C4(C3(C21)F)F)F)F)F)F heptafluorocubane